1-((2-(3-aminopyrrolidin-1-yl)pyrimidin-5-yl)methyl)-3-(4-(2-(4-bromophenyl)propan-2-yl)thiazol-2-yl)urea NC1CN(CC1)C1=NC=C(C=N1)CNC(=O)NC=1SC=C(N1)C(C)(C)C1=CC=C(C=C1)Br